FC=1C=C2C=CN(C2=CC1)C1=NC=CC=C1 5-fluoro-1-(pyridin-2-yl)-1H-indole